6-(((3-hydroxycyclobutyl)amino)methyl)-2-iminooctanoic acid OC1CC(C1)NCC(CCCC(C(=O)O)=N)CC